BrC1=C(C=CC=C1)[SeH] bromoselenophenol